1-(3-(2-carbamoyl-6-(trifluoromethoxy)-1H-indol-1-yl)benzyl)cyclopropane-1-carboxylic acid C(N)(=O)C=1N(C2=CC(=CC=C2C1)OC(F)(F)F)C=1C=C(CC2(CC2)C(=O)O)C=CC1